FC1(CC(C1)(C=1N=C(SC1)C1=C(C=CC(=C1)OC=1C(=C2C=CNC2=CC1F)S(=O)(=O)C)F)C=1C=C(C=CC1)CCC(=O)O)F 3-(3-(3,3-Difluoro-1-(2-(2-fluoro-5-((6-fluoro-4-(methylsulfonyl)-1H-indol-5-yl)oxy)phenyl)thiazol-4-yl)cyclobutyl)phenyl)propanoic acid